N-(4-([1,2,4]triazolo[4,3-c]pyrimidin-7-yloxy)-3-methylphenyl)-6-(1H-pyrrol-1-yl)-quinazolin-4-amine N=1N=CN2C=NC(=CC21)OC2=C(C=C(C=C2)NC2=NC=NC1=CC=C(C=C21)N2C=CC=C2)C